CS(=O)(=O)OCC[C@@H]1CC[C@@H](N1C(=O)OC(C)(C)C)C(=O)OC 1-(tert-butyl) 2-methyl (2R,5S)-5-(2-((methylsulfonyl)oxy)ethyl)pyrrolidine-1,2-dicarboxylate